C(C)(C)(C)N(C(O)=O)C(CNC1=C(C=C(C=C1)C)N)(CO)C1=CC(=CC=C1)F.ClC1=C(C=CC=C1)S(=O)(=O)C=1C(=C(C=CC1)N1CCNCC1)C(F)(F)F 1-(3-((2-chlorophenyl)sulfonyl)-2-(trifluoromethyl)phenyl)piperazine tert-butyl-(1-((2-amino-4-methylphenyl)amino)-2-(3-fluorophenyl)-3-hydroxypropan-2-yl)carbamate